6-(4-Chloro-phenyl)-N-[(2S)-1-hydroxypropan-2-yl]-2-(1-methyl-1H-pyrazol-4-yl)-3-oxo-2,3-dihydropyridazine-4-carboxamide ClC1=CC=C(C=C1)C=1C=C(C(N(N1)C=1C=NN(C1)C)=O)C(=O)N[C@H](CO)C